BrC=1C(=C2C(=NC1)NC(=N2)C2=CC=C(C=C2)N2CCN(CC2)CC2=NC=CN=C2)N[C@@H]2CN(CC2)C 6-Bromo-N-[(3S)-1-methylpyrrolidin-3-yl]-2-{4-[4-(pyrazin-2-ylmethyl)piperazin-1-yl]phenyl}-3H-imidazo[4,5-b]pyridin-7-amine